O=C1NC(CCC1N1C(C2=CC=C(C=C2C1=O)N1CCN(CC1)CC1CCN(CC1)C1=CC=C(C=C1)C(=C(CC)C1=CC=CC=C1)C1=CC=C(C=C1)O)=O)=O 2-(2,6-dioxopiperidin-3-yl)-5-(4-((1-(4-(1-(4-hydroxyphenyl)-2-phenylbut-1-en-1-yl)phenyl)piperidin-4-yl)methyl)piperazin-1-yl)isoindoline-1,3-dione